C(C)(C)(C)OC(=O)N1CC(C1)C#CCOC1=C(C(=CC(=C1)C(=O)OC)[N+](=O)[O-])Cl 3-(3-(2-chloro-5-(methoxycarbonyl)-3-nitrophenoxy)prop-1-yn-1-yl)azetidine-1-carboxylic acid tert-butyl ester